5-(2-fluorophenyl)-N-(piperidin-4-yl)-1H-indole-3-carboxamide FC1=C(C=CC=C1)C=1C=C2C(=CNC2=CC1)C(=O)NC1CCNCC1